5-bromo-2-chloro-N-cyclopropyl-N-(2-phenoxyethyl)nicotinamide BrC=1C=NC(=C(C(=O)N(CCOC2=CC=CC=C2)C2CC2)C1)Cl